C[C@@H]1[C@@](C1)(C1=NOC(N1)=O)N1C(=CC2=CC=CC=C12)C(=O)O ((1S,2S)-2-methyl-1-(5-oxo-4,5-dihydro-1,2,4-oxadiazol-3-yl)cyclopropyl)-1H-indole-2-carboxylic acid